(S)-2-Amino-3-(7-fluoro-1H-indol-3-yl)propanoic acid N[C@H](C(=O)O)CC1=CNC2=C(C=CC=C12)F